bis(4-(tert-butyl)phenyl)iodonium 4-(ethoxycarbonyl)-2-hydroxybenzenesulfonate C(C)OC(=O)C1=CC(=C(C=C1)S(=O)(=O)[O-])O.C(C)(C)(C)C1=CC=C(C=C1)[I+]C1=CC=C(C=C1)C(C)(C)C